[Si](C1=CC=CC=C1)(C1=CC=CC=C1)(C(C)(C)C)OC1CC2C(N(CC2=O)C(=O)OCC2=CC=CC=C2)C1 (cis)-benzyl 5-((tert-butyldiphenylsilyl) oxy)-3-oxohexahydrocyclopenta[b]pyrrole-1(2H)-carboxylate